ClC1=C2C(=NC=N1)N(N=C2)C2=C(C=C(C=C2OC)F)F 4-chloro-1-(2,4-difluoro-6-methoxy-phenyl)pyrazolo[3,4-d]pyrimidine